ClC1=CC2=C(N=C(O2)C2=CC=C(C=C2)NC2=NC=CN=C2)C=C1 N-(4-(6-chlorobenzo[d]oxazol-2-yl)phenyl)pyrazin-2-amine